CS(=O)(=O)OCCN1CCN(CC1)C=1C=C2C(N(C(C2=CC1F)=O)C1C(NC(CC1)=O)=O)=O 2-(4-(2-(2,6-dioxopiperidin-3-yl)-6-fluoro-1,3-dioxoisoindolin-5-yl)piperazin-1-yl)ethyl methanesulfonate